(S)-1-((S)-8-(4'-(Aminomethyl)-6-methoxybiphenyl-3-ylsulfonyl)-1-oxa-8-azaspiro-[4.5]decan-3-ylamino)-3-(3-(cyclopropylsulfonyl)phenoxy)propan-2-ol NCC1=CC=C(C=C1)C1=CC(=CC=C1OC)S(=O)(=O)N1CCC2(C[C@@H](CO2)NC[C@@H](COC2=CC(=CC=C2)S(=O)(=O)C2CC2)O)CC1